ClC=1N=C(C2=C(N1)N(C(=C2)C)S(=O)(=O)C2=CC=C(C)C=C2)NC2=CC(=NC=C2)F 2-chloro-N-(2-fluoropyridin-4-yl)-6-methyl-7-tosyl-7H-pyrrolo[2,3-d]pyrimidin-4-amine